1-(isobutylamino)-1,2,4,5-tetrahydropyrano[3,4-c]isoquinolin-6-one C(C(C)C)NC1COCC=2NC(C=3C=CC=CC3C21)=O